FC(CN1N=CC(=C1)NC1=C(C=NC2=CC=C(C=C12)C=1C=NNC1)C(=O)NC[C@H](C(C)(C)O)F)F (R)-4-((1-(2,2-difluoroethyl)-1H-pyrazol-4-yl)amino)-N-(2-fluoro-3-hydroxy-3-methylbutyl)-6-(1H-pyrazol-4-yl)quinoline-3-carboxamide